C(CCCCC(=O)O)(=O)O.BrCCC(CO)(CO)CCBr 2,2-bis(bromoethyl)-1,3-propylene glycol adipate